C1N(CCC12CNCC2)C=2C=CC=1N=CN=C(C1N2)NC2=CC(=C(C=C2)OC2=CC=1N(C=C2)N=CN1)C 6-{2,7-diazaspiro[4.4]nonan-2-yl}-N-(3-methyl-4-{[1,2,4]triazolo[1,5-a]pyridin-7-yloxy}phenyl)pyrido[3,2-d]pyrimidin-4-amine